O=C1NC(CCC1N1C(C2=CC=CC(=C2C1=O)NCCOCCI)=O)=O 2-(2,6-dioxopiperidin-3-yl)-4-((2-(2-iodoethoxy)ethyl)amino)isoindoline-1,3-dione